Cl.ClC=1C(=NC2=CC=CN=C2C1)N1CCNCC1 3-chloro-2-piperazin-1-yl-1,5-naphthyridine hydrochloride